3-(6-bromo-1-oxo-2-isoquinolyl)piperidine-2,6-dione BrC=1C=C2C=CN(C(C2=CC1)=O)C1C(NC(CC1)=O)=O